[N+](=O)([O-])C1=CC=C2C(N(C=NC2=C1)C1C(NC(CC1)=O)=O)=O 3-(7-nitro-4-oxoquinazolin-3(4H)-yl)piperidine-2,6-dione